C(C)C(C(=O)C1=CC=C(C=C1)OC)Br ethyl-2-bromo-1-(4-methoxyphenyl)ethanone